C(C1=CC=CC=C1)C1(C[C@@H]2[C@@H](CN(C2)CC(O)C2=CC=C(C=N2)NS(=O)(=O)C)C1)O rac-N-(6-(2-((3aR,5r,6aS)-5-benzyl-5-hydroxyhexahydrocyclopenta[c]pyrrol-2(1H)-yl)-1-hydroxyethyl)pyridin-3-yl)methanesulfonamide